[Ir+3].N1N=CC(=C1)C=1C=C2C=C(N=CC2=CC1)NC(CN1[C@H](COCC1)C)=O (S)-N-(6-(1H-pyrazol-4-yl)isoquinolin-3-yl)-2-(3-methylmorpholinyl)acetamide iridium(III)